arsenic-zinc [Zn].[As]